COC1=C(C=CC(=C1)OC)C1=NC(=CC(=C1)C1=CC=C(C=C1)N(C1=CC=C(C=C1)C(C)(C)C)C1=CC=C(C=C1)C(C)(C)C)C1=C(C=C(C=C1)OC)OC 2,6-bis(2,4-dimethyloxyphenyl)-4-(4-bis(4-t-butylphenyl)aminophenyl)pyridine